4,4-difluoro-8-methoxy-3,5-dihydro-1H-pyrido[4,3-b]indol FC1(CNCC2=C1NC=1C=CC(=CC21)OC)F